COC(C1=C(C(=CC(=C1)C1=NN=C(N1)CC)CC1CCC1)C)=O (cyclobutylmethyl)-5-(5-ethyl-4H-1,2,4-triazol-3-yl)-2-methylbenzoic acid methyl ester